C(C)(C)(C)NC1CN(CC1)C=1N=NC(=CC1)Cl N-tert-butyl-1-(6-chloropyridazin-3-yl)pyrrolidin-3-amine